(2E)-3-(1H-imidazol-4-yl)-N-[2-(pyridin-4-yl)ethyl]prop-2-enamide N1C=NC(=C1)/C=C/C(=O)NCCC1=CC=NC=C1